CN1N=CC(=C1)N1CCC2=C1N=C(N=C2OCC2CN(CCC2)C)N2CCOCC2 4-(7-(1-methyl-1H-pyrazol-4-yl)-4-((1-methylpiperidin-3-yl)methoxy)-6,7-dihydro-5H-pyrrolo[2,3-d]pyrimidin-2-yl)morpholine